C(C)(C)(C)OC(=O)N1C[C@H](N(CC1)C1=NC(=C(C=C1)C(F)(F)F)OC)C(=O)O (S)-4-(tert-butoxycarbonyl)-1-(6-Methoxy-5-(trifluoromethyl)pyridin-2-yl)piperazine-2-carboxylic acid